ClC1=NC(=CC(=N1)Cl)C=C 2,4-dichloro-6-vinylpyrimidine